1-(2-(4-Bromo-2H-1,2,3-triazol-2-yl)ethyl)-4-methylpiperazine BrC1=NN(N=C1)CCN1CCN(CC1)C